NC1=C(C=CC=C1)NC12CN(CC(CC1)C2)CCOC2=C(C=NN2C)C2=NC(=CC(=C2)C(=O)OC)C methyl 2-[5-(2-{1-[(2-aminophenyl) amino]-3-azabicyclo[3.2.1]octan-3-yl} ethoxy)-1-methylpyrazol-4-yl]-6-methylpyridine-4-carboxylate